Methyl 2-(4-(((tert-butoxycarbonyl)(2-(4-((4-fluorobenzyl)oxy)phenyl)cyclopropyl)amino)methyl)piperidin-1-yl)pyrimidine-5-carboxylate C(C)(C)(C)OC(=O)N(C1C(C1)C1=CC=C(C=C1)OCC1=CC=C(C=C1)F)CC1CCN(CC1)C1=NC=C(C=N1)C(=O)OC